5-(benzo[d]thiazol-6-yl)-1-(6-methylpyridin-2-yl)-N-(3-(N-methylsulfamoyl)phenyl)-1H-pyrazole-3-carboxyamide S1C=NC2=C1C=C(C=C2)C2=CC(=NN2C2=NC(=CC=C2)C)CC(=O)NC2=CC(=CC=C2)S(NC)(=O)=O